2-Methyl-N-((S)-1-(4-sulfamoylphenyl)ethyl)-2-((R)-3-(3-(trifluoromethyl)phenoxy)pyrrolidin-1-yl)propanamide, hydrochloride Cl.CC(C(=O)N[C@@H](C)C1=CC=C(C=C1)S(N)(=O)=O)(C)N1C[C@@H](CC1)OC1=CC(=CC=C1)C(F)(F)F